trans-syringoyl oxalate C(C(=O)[O-])(=O)OC(C1=CC(OC)=C(O)C(OC)=C1)=O